ethyl (S)-3-(benzyl((R)-1-phenylethyl)amino)-3-(2-methylbiphenyl-3-yl)propanoate C(C1=CC=CC=C1)N([C@@H](CC(=O)OCC)C=1C(=C(C=CC1)C1=CC=CC=C1)C)[C@H](C)C1=CC=CC=C1